C(C1=CC=CC=C1)OCCOC=1C=C(C=NC1)[C@@](O)(C1=CC=C(C=C1)C(C)C)C1(CN(C1)C)C (R)-[5-(2-benzyloxy-ethoxy)-pyridin-3-yl]-(1,3-dimethyl-azetidin-3-yl)-(4-isopropyl-phenyl)-methanol